NC1=CC=C(C=N1)C1CCN(CC1)C1=CC=C(C=C1)CO [4-[4-(6-amino-3-pyridyl)-1-piperidyl]phenyl]methanol